4-((2,4-diaminopyrimidin-5-yl)oxy)-5-isopropyl-1-methylpyridin-2(1H)-one NC1=NC=C(C(=N1)N)OC1=CC(N(C=C1C(C)C)C)=O